8-((4-bromo-2-fluorophenyl)amino)-5-chloro-2-(2-hydroxyethoxy)-7-methyl-3,4-dihydro-2,7-naphthyridine-1,6(2h,7h)-dione BrC1=CC(=C(C=C1)NC=1N(C(C(=C2CCN(C(C12)=O)OCCO)Cl)=O)C)F